FC1CCN(CC1)C1CN(C1)C1=C2C=CN(C(C2=CN=C1)=O)CC=1N=C2N(C=C(C=C2)C=O)C1 2-({5-[3-(4-fluoropiperidin-1-yl)azetidin-1-yl]-1-oxo-1,2-dihydro-2,7-naphthyridin-2-yl}methyl)imidazo[1,2-a]pyridine-6-carbaldehyde